C1OCCN2[C@@H]1CN(CC2)C=2C=C1C(=C(C(NC1=C1N=CC=CC21)=O)N)C2=C1C=NNC1=C(C=C2)F 6-[(9aR)-3,4,6,7,9,9a-hexahydro-1H-pyrazino[2,1-c][1,4]oxazin-8-yl]-3-amino-4-(7-fluoro-1H-indazol-4-yl)-1H-1,10-phenanthrolin-2-one